3-(3-fluoro-4-(4-(N-methylcyclopentylamino)piperidinyl)phenyl)-1H-1,2,4-triazole-3,5-diamine FC=1C=C(C=CC1N1CCC(CC1)N(C)C1CCCC1)C1(NNC(=N1)N)N